((1S,4R,6R)-6-((5-fluoropyridin-2-yl)oxy)-2-azabicyclo[2.2.1]hept-2-yl)(6-methyl-3-(2H-1,2,3-triazol-2-yl)pyridin-2-yl)methanone FC=1C=CC(=NC1)O[C@@H]1C[C@@H]2CN([C@H]1C2)C(=O)C2=NC(=CC=C2N2N=CC=N2)C